8-bromo-2-(3,3-difluoroazetidine-1-yl)quinoxaline BrC=1C=CC=C2N=CC(=NC12)N1CC(C1)(F)F